N4-(5-amino-2-fluorophenyl)-N2-[1-(2H3)methyl-1H-pyrazol-4-yl]-5-[4-(trifluoromethyl)phenyl]pyrimidine-2,4-diamine NC=1C=CC(=C(C1)NC1=NC(=NC=C1C1=CC=C(C=C1)C(F)(F)F)NC=1C=NN(C1)C([2H])([2H])[2H])F